(R)-2-((4-fluorophenyl)amino)-2-oxo-1-phenylethyl 3-amino-6-(1-(1-(1-(tert-butoxycarbonyl)piperidin-4-carbonyl)piperidin-4-yl)-1H-pyrazol-4-yl)pyrazine-2-carboxylate NC=1C(=NC(=CN1)C=1C=NN(C1)C1CCN(CC1)C(=O)C1CCN(CC1)C(=O)OC(C)(C)C)C(=O)O[C@@H](C(=O)NC1=CC=C(C=C1)F)C1=CC=CC=C1